Tert-butyl (R)-2-methyl-4-(8-((3-methyl-4-((1-methyl-1H-benzo[d]imidazol-5-yl)methyl)phenyl)amino) pyrimido[5,4-d]pyrimidin-2-yl)piperazine-1-carboxylate C[C@H]1N(CCN(C1)C=1N=CC2=C(N1)C(=NC=N2)NC2=CC(=C(C=C2)CC2=CC1=C(N(C=N1)C)C=C2)C)C(=O)OC(C)(C)C